(1-((dimethylamino)methyl)spiro[2.2]pent-1-yl)methanol tert-butyl-(tert-butoxycarbonyl)(2-(2,4-dibromopyridin-3-yl)ethyl)carbamate C(C)(C)(C)C(CN(C(=O)OCC1(CC12CC2)CN(C)C)C(=O)OC(C)(C)C)C=2C(=NC=CC2Br)Br